C-{(R)-1-[3-(2-Chloro-pyridin-4-yl)-2-methyl-7,8-dihydro-6H-9-oxa-1,3a,4-triaza-cyclopenta[a]naphthalen-5-yl]-piperidin-3-yl}-methylamine ClC1=NC=CC(=C1)C1=C(N=C2N1N=C(C=1CCCOC21)N2C[C@H](CCC2)CN)C